ClC1=CC=C(C=C1)C1(N(C(C2=CC(=CC(=C12)F)C(=O)C=1N=CN(C1)C)=O)CC1=NC=C(C=C1B1OC(C(O1)(C)C)(C)C)Cl)OCCO 3-(4-chlorophenyl)-2-[[5-chloro-3-(4,4,5,5-tetramethyl-1,3,2-dioxaborolan-2-yl)-2-pyridinyl]methyl]-4-fluoro-3-(2-hydroxyethoxy)-6-(1-methylimidazole-4-carbonyl)isoindolin-1-one